(2R,4S)-1-(tert-butoxycarbonyl)-4-((R)-2-((tert-butoxycarbonyl)amino)-3-methylbutanamido)-2-(4-(4,4,5,5-tetramethyl-1,3,2-dioxaborolan-2-yl)butyl)piperidine-2-carboxylic acid C(C)(C)(C)OC(=O)N1[C@](C[C@H](CC1)NC([C@@H](C(C)C)NC(=O)OC(C)(C)C)=O)(C(=O)O)CCCCB1OC(C(O1)(C)C)(C)C